FC(=C(C(C(F)(F)F)(F)F)F)F 1,1,2,3,3,4,4,4-octafluoro-1-butene